ClC1=CC=C(C(=N1)F)C=O 6-CHLORO-2-FLUOROPYRIDINE-3-CARBOXALDEHYDE